N=1C=CN2C1C=CC(=C2)C2=CC=C(C=C2)S(=O)(=O)N2CCC(CC2)NC2=CC=C(C=C2)SC(F)(F)F 1-(4-{imidazo[1,2-a]pyridin-6-yl}benzenesulfonyl)-N-{4-[(trifluoromethyl)sulfanyl]phenyl}piperidin-4-amine